C=C1C(C(=C(C=C1)C(C)(C)C)O)C(C)(C)C methylene-2,6-di-tert-butylphenol